CC1=CC=C(C=C1)S(=O)(=O)N[C@H](C2=CC=CC=C2)[C@@H](C3=CC=CC=C3)N (1R,2R)-(+)-N-(4-toluenesulfonyl)-1,2-diphenylethylenediamine